5h-pyrrolo[3,2-b]pyridin-5-one N=1C=CC2=NC(C=CC21)=O